C(#N)C1=NC(=CC=C1N1[C@@H](CN(CC1)C(=O)OC(C)(C)C)CC)C1=C(C=CC=C1)OCC tert-butyl (R)-4-(2-cyano-6-(2-ethoxyphenyl)pyridin-3-yl)-3-ethylpiperazine-1-carboxylate